BrC1=C(C=C(C=C1)CC(=O)OC)COC1=CC(=CC=C1)COS(=O)(=O)C methyl (4-bromo-3-((3-(methylsulfonyloxymethyl)phenoxy)methyl)phenyl)acetate